2-(4-methylpiperazin-1-yl)-5-(4,4,5,5-tetramethyl-1,3,2-dioxaborolan-2-yl)aniline (+/-)-methyl-3-(((2-hydroxycyclopentyl)methyl)amino)-4-nitrobenzoate COC(C1=CC(=C(C=C1)[N+](=O)[O-])NCC1C(CCC1)O)=O.CN1CCN(CC1)C1=C(N)C=C(C=C1)B1OC(C(O1)(C)C)(C)C